OC1=C2C(=CN(C2=CC=C1)CP(O)(O)=O)C[C@@H]1N(CCC1)C (R)-((4-hydroxy-3-((1-methylpyrrolidin-2-yl)methyl)-1H-indol-1-yl)methyl)phosphonic acid